3-(Isopropylthio)-6-methyldibenzo[c,f][1,2]thiazepin-11(6H)-one 5,5-dioxide C(C)(C)SC1=CC2=C(C(C3=C(N(S2(=O)=O)C)C=CC=C3)=O)C=C1